5-(trifluoromethyl)pyrrolo[2,3-b]Pyridine-3-carboxamide FC(C=1C=C2C(=NC1)NC=C2C(=O)N)(F)F